N-isopropyl-N'-(3-(1,4,5,6,7,8,9-heptahydroquinolizin-2-yl)-1H-indol-5-yl)thiourea C(C)(C)NC(=S)NC=1C=C2C(=CNC2=CC1)C=1CC2CCCCN2CC1